2-AMINOETHYL-BORONIC ACID NCCB(O)O